FC1=C(C=CC=C1)[C@H]([C@H]1CNC2=C(N1)N=CC=C2)NC[C@H](C)C=2C=C(C=CC2)C(C(=O)O)(C)C 2-[3-[(1R)-2-[[(R)-(2-fluorophenyl)-[(3R)-1,2,3,4-tetrahydropyrido[2,3-b]pyrazin-3-yl]methyl]amino]-1-methyl-ethyl]phenyl]-2-methyl-propanoic acid